4-[4-(1,3-benzooxazol-2-yl)piperidin-1-yl]-N,1-dimethyl-2-oxo-1,2-dihydroquinoline-3-carboxamide O1C(=NC2=C1C=CC=C2)C2CCN(CC2)C2=C(C(N(C1=CC=CC=C21)C)=O)C(=O)NC